tert-butyl (4-((7-((2-(2-(2,6-dioxopiperidin-3-yl)-1-oxoisoindolin-5-yl)pyridin-4-yl) methyl)-7-azaspiro[3.5]nonan-2-yl)oxy)phenyl)carbamate O=C1NC(CCC1N1C(C2=CC=C(C=C2C1)C1=NC=CC(=C1)CN1CCC2(CC(C2)OC2=CC=C(C=C2)NC(OC(C)(C)C)=O)CC1)=O)=O